(R)-N-(amino(1-ethyl-4-fluoro-1H-pyrazol-3-yl)(oxo)-λ6-sulfaneylidene)-2-(2,2-difluoro-4,6-diisopropylbenzo[d][1,3]dioxol-5-yl)acetamide N[S@](=NC(CC1=C(C2=C(OC(O2)(F)F)C=C1C(C)C)C(C)C)=O)(=O)C1=NN(C=C1F)CC